5-tert-butyl-N-[[4-[2-[4-[4-[4-[(2,6-dioxo-3-piperidyl)amino]phenyl]-1-piperidyl]butyl]pyrazolo[1,5-a]pyrimidin-7-yl]-2-methyl-phenyl]methyl]-1,2,4-oxadiazole-3-carboxamide C(C)(C)(C)C1=NC(=NO1)C(=O)NCC1=C(C=C(C=C1)C1=CC=NC=2N1N=C(C2)CCCCN2CCC(CC2)C2=CC=C(C=C2)NC2C(NC(CC2)=O)=O)C